N-[4-fluoro-5-[1-(4-methylpiperazine-1-carbonyl)-3,6-dihydro-2H-pyridin-4-yl]-2-[rac-(3R,5S)-3,4,5-trimethylpiperazin-1-yl]phenyl]-6-oxo-4-(trifluoromethyl)-1H-pyridine-3-carboxamide FC1=CC(=C(C=C1C=1CCN(CC1)C(=O)N1CCN(CC1)C)NC(=O)C1=CNC(C=C1C(F)(F)F)=O)N1C[C@H](N([C@H](C1)C)C)C |r|